N-((2-(2,6-dioxopiperidin-3-yl)-1-oxoisoindolin-5-yl)methyl)-2,2-difluoro-3-hydroxy-3-methylbutanamide O=C1NC(CCC1N1C(C2=CC=C(C=C2C1)CNC(C(C(C)(C)O)(F)F)=O)=O)=O